(2-chloro-3,6-difluorophenyl)boronic acid ClC1=C(C(=CC=C1F)F)B(O)O